FC1=CC=C(C=C1)[C@@H](CC1=NC(=NC(=N1)N[C@@H](CO)CC(C)C)NS(=O)(=O)C)C |o1:7| N-(4-((R*)-2-(4-fluorophenyl)propyl)-6-(((R)-1-hydroxy-4-methylpentan-2-yl)amino)-1,3,5-triazin-2-yl)methanesulfonamide